N-(2-(3-bromophenyl)propan-2-yl)-4-(5-methyl-2-((1-methyl-1H-pyrazol-5-yl)amino)pyrimidin-4-yl)oxazole-2-carboxamide BrC=1C=C(C=CC1)C(C)(C)NC(=O)C=1OC=C(N1)C1=NC(=NC=C1C)NC1=CC=NN1C